sodium di(lauroyl-glutamine) C(CCCCCCCCCCC)(=O)N[C@@H](CCC(N)=O)C(=O)O.C(CCCCCCCCCCC)(=O)N[C@@H](CCC(N)=O)C(=O)O.[Na]